CC(C(=O)O)(CC)C.CC(C(=O)OCC)CC ETHYL 2-methylbutyrate (METHYL 2-METHYL BUTYRATE)